C(C)C1=CC=C(C(=O)C2=C(C(=C(C=C2)OC(=O)N2CCOCC2)O)O)C=C1 4-(4-ethylbenzoyl)-2,3-dihydroxyphenylmorpholine-4-carboxylate